4,4'-bis{[(3-ethyl-3-oxetanyl)methoxy]methyl}bicyclohexane Methyl-(1-methyl-1H-pyrrol-2-yl)acetate COC(CC=1N(C=CC1)C)=O.C(C)C1(COC1)COCC1CCC(CC1)C1CCC(CC1)COCC1(COC1)CC